(3-(2-(2-aminoethoxy)ethoxy)propionylamino)-N-(5-cyanopyridin-2-yl)benzamide tert-butyl-(5-((2-(2,6-dioxopiperidin-3-yl)-1-oxoisoindolin-4-yl)amino)-5-oxopentyl)carbamate C(C)(C)(C)N(C(O)=O)CCCCC(=O)NC1=C2CN(C(C2=CC=C1)=O)C1C(NC(CC1)=O)=O.NCCOCCOCCC(=O)NC1=C(C(=O)NC2=NC=C(C=C2)C#N)C=CC=C1